COC(=O)C=1C=CC(=NC1)N1C(C=CC=C1)=O 2-oxo-2H-[1,2'-bipyridine]-5'-carboxylic acid methyl ester